C(C)(C)(C)C=1C=C(C(=NC1)S(=O)(=O)CCC(=O)OC)C(=O)O methyl 3-((5-tert-butylcarboxypyridin-2-yl)sulfonyl)propanoate